FC(C(=O)O)(F)F.FC=1C=C(C=C(C1C)OC)NC1=NC=C(C(=N1)NC=1C=CC2=C(NC(O2)=O)C1)C 5-(2-(3-fluoro-5-methoxy-4-methylphenylamino)-5-methylpyrimidin-4-ylamino)benzo[d]oxazol-2(3H)-one trifluoroacetate salt